8-amino-N-(5-sulfamoyl-1,3,4-thiadiazol-2-yl)octanamide NCCCCCCCC(=O)NC=1SC(=NN1)S(N)(=O)=O